C(#N)C=1C=CC(=NC1)[C@H]1N(OCC1)C(=O)C1CCN(CC1)C1=CC(=NC=N1)C(=O)N 6-[4-[(3S)-3-(5-cyano-2-pyridinyl)isoxazolidine-2-carbonyl]-1-piperidinyl]pyrimidine-4-carboxamide